1-[3-(5-chloro-2-methoxyphenyl)-1,2,4-oxadiazol-5-yl]-N-(isothiazol-5-ylmethyl)-6-azaspiro[2.5]octane-6-carboxamide ClC=1C=CC(=C(C1)C1=NOC(=N1)C1CC12CCN(CC2)C(=O)NCC2=CC=NS2)OC